N-(5-(3'-Methyl-2'-oxo-2',3'-dihydrospiro[cyclobutane-1,1'-pyrrolo[2,3-c]quinolin]-8'-yl)-2-(3-(piperidin-1-yl)propoxy)pyridin-3-yl)methanesulfonamide CN1C(C2(C3=C1C=NC=1C=CC(=CC31)C=3C=C(C(=NC3)OCCCN3CCCCC3)NS(=O)(=O)C)CCC2)=O